O[C@@H]1C(OC2=CC=CC=C2[C@H]1NC(=O)C=1C=C2[C@@H]([C@@H](CC2=CC1)C)N1C(NC(CC1=O)(C)C)=N)(C)C (2R,3R)-N-[(3S,4R)-3-hydroxy-2,2-dimethyl-chroman-4-yl]-3-(2-imino-4,4-dimethyl-6-oxo-hexahydropyrimidin-1-yl)-2-methyl-indane-5-carboxamide